6-tert-butyl-4-(3',5'-dimethylphenyl)-5-methoxy-2-methylIndan-1-one C(C)(C)(C)C1=C(C(=C2CC(C(C2=C1)=O)C)C1=CC(=CC(=C1)C)C)OC